CN1C(C2(CCN(CC2)CCOC2=CC=C(C=C2)C2=NOC(=N2)C)C2=CC=CC=C12)=O 1-methyl-1'-{2-[4-(5-methyl-1,2,4-oxadiazol-3-yl)phenoxy]ethyl}-1,2-dihydrospiro[indole-3,4'-piperidin]-2-one